C(CCCCCCC\C=C/CCCCCCCC)(=O)OCC(CCCCCCCCCC)CCCCCCCC 2-n-octyl-dodecanol oleate